N1N=NC2=C(C=CC=C12)C=1C(NC=CC1)=O diazaindolyl-pyridone